N,N-dimethylnonacosan-11,20,2-trien-10-amine CN(C(CCCCCCC=CC)C=CCCCCCCCC=CCCCCCCCC)C